2-ethyl-3-(15-methoxypentadecyl)-4,4-dimethylcyclohex-2-en-1-one C(C)C=1C(CCC(C1CCCCCCCCCCCCCCCOC)(C)C)=O